(S)-N-(chroman-4-yl)-4-(dimethylamino)-8-(4,4-dimethylcyclohex-1-en-1-yl)quinoline-3-carboxamide O1CC[C@@H](C2=CC=CC=C12)NC(=O)C=1C=NC2=C(C=CC=C2C1N(C)C)C1=CCC(CC1)(C)C